OC(=CC(=O)[O-])CC.S(=O)(=O)(O)S(=O)O.[Na+] sodium metabisulphite 3-hydroxypentenoate